14-Hydroxyoctadecanoic acid OC(CCCCCCCCCCCCC(=O)O)CCCC